(2S,3R)-p-methylsulfonylphenylserine ethyl ester C(C)OC([C@@H](NC1=CC=C(C=C1)S(=O)(=O)C)CO)=O